C(CCC)(=O)OC=1C(=NC=CC1OC)C(N[C@@H](C)C1=NN(C(=N1)C1=CC=C(C=C1)C(C)C)C)=O (S)-2-((1-(5-(4-isopropylphenyl)-1-methyl-1,2,4-triazol-3-yl)ethyl)carbamoyl)-4-methoxypyridin-3-yl butyrate